The molecule is an organic heterotricyclic compound that is 2,3-dihydro-9H-[1,4]dioxino[2,3-h]chromen-9-one substituted by 4-hydroxy-3-methoxy phenyl group at position 3, a hydroxymethyl group at position 2 and a methoxy group at position 5 (the 2S,3R stereoisomer). An epimer of cleomiscosin A, it is isolated from the aerial parts of Rhododendron collettianum and exhibits inhibitory activity towards the enzyme tyrosinase. It has a role as a metabolite and an EC 1.14.18.1 (tyrosinase) inhibitor. It is a member of phenols, an aromatic ether, an organic heterotricyclic compound, a delta-lactone and a primary alcohol. COC1=C(C=CC(=C1)[C@@H]2[C@@H](OC3=C4C(=CC(=C3O2)OC)C=CC(=O)O4)CO)O